N1=C(C=C2N1C=CC=N2)C(=O)O pyrazolo[1,5-a]Pyrimidine-2-carboxylic acid